N-(3-isopropylphenyl)pyrazino[1',2':1,5]pyrazolo[4,3-c][1,6]naphthyridin-6-amine C(C)(C)C=1C=C(C=CC1)NC1=NC2=CC=NC=C2C=2C1=C1N(N2)C=CN=C1